NC=1C=2N(C(=CN1)Cl)C(=NC2C#CC2=CC(=NC(=C2)OC)OC)[C@@H]2CN(CC2)C(C#CC)=O (S)-1-(3-(8-amino-5-chloro-1-((2,6-dimethoxypyridin-4-yl)ethynyl)imidazo[1,5-a]pyrazin-3-yl)pyrrolidin-1-yl)but-2-yn-1-one